FC(C1=NN=C(O1)C1=CC(=C(CN(C(=O)OC(=O)N2CC(C2)F)C2=CC=CC=C2)C=C1)F)F ((4-(5-(difluoromethyl)-1,3,4-oxadiazol-2-yl)-2-fluorobenzyl)(phenyl)carbamoyl)-3-fluoroazetidine-1-carboxylate